N-(tetrahydropyran-4-yl)pyridazine-3-carboxamide tert-butyl-((6-(4-fluorophenyl)-4-(1-(2-hydroxyethyl)-1H-imidazol-2-yl)pyridin-3-yl)methyl)carbamate C(C)(C)(C)N(C(O)=O)CC=1C=NC(=CC1C=1N(C=CN1)CCO)C1=CC=C(C=C1)F.O1CCC(CC1)NC(=O)C=1N=NC=CC1